perfluorooctanesulphonic acid tetrapentylammonium salt C(CCCC)[N+](CCCCC)(CCCCC)CCCCC.FC(C(C(C(C(C(C(C(F)(F)F)(F)F)(F)F)(F)F)(F)F)(F)F)(F)F)(S(=O)(=O)[O-])F